3-(2-{[(S)-[(3R)-7-fluoro-1,2,3,4-tetrahydro-1,5-naphthyridin-3-yl](phenyl)methyl]amino}ethyl)propanoic acid FC1=CN=C2C[C@H](CNC2=C1)[C@@H](C1=CC=CC=C1)NCCCCC(=O)O